O1CCN(CC1)CCCOC=1C=C(C=CC1)C=1N=C(C2=C(N1)COC2)NC2=CC=C(C(=O)N)C=C2 4-((2-(3-(3-Morpholinopropoxy)phenyl)-5,7-dihydrofuro[3,4-d]pyrimidin-4-yl)amino)benzamide